N1C(=CC=2C=NC=CC21)CNC(CN2C(=NC=C(C2=O)NCCCC2=CC=CC=C2)C2=CC=C(C=C2)P(O)(=O)C)=O (4-(1-(2-(((1H-pyrrolo[3,2-c]pyridine-2-yl)methyl)amino)-2-oxoethyl)-6-oxo-5-((3-phenylpropyl)amino)-1,6-dihydropyrimidin-2-yl)phenyl)(methyl)phosphinic acid